[Li].[Nb] Columbium lithium